N-butyloxycarbonyl-2,5-dimethylpyrrolidine C(CCC)OC(=O)N1C(CCC1C)C